tert-butyl 3-(4-cyanobenzyl)-1-methyl-2,4-dioxo-1,3,8-triazaspiro[4.5]decane-8-carboxylate C(#N)C1=CC=C(CN2C(N(C3(C2=O)CCN(CC3)C(=O)OC(C)(C)C)C)=O)C=C1